COC(=O)C1=CN(C(C=C1O)=O)C1(CN(CC1)C(=O)OC(C)(C)C)C 1-(1-(tert-Butoxycarbonyl)-3-methylpyrrolidin-3-yl)-4-hydroxy-6-oxo-1,6-dihydropyridine-3-carboxylic acid methyl ester